C(C(C)C)NC(\C=C/C#CCCCCC)=O 2Z-Decen-4-ynoic acid-N-isobutylamide